5-(4-amino-7-bromo-2-{4-[(2-fluoroacrylamino)]-2-methylphenyl}-1-methylpyrrolo[3,2-c]pyridin-3-yl)-3-chloro-N-[(2S)-1,1,1-trifluoropropan-2-yl]pyridine-2-carboxamide NC1=NC=C(C2=C1C(=C(N2C)C2=C(C=C(C=C2)NC(=O)C(=C)F)C)C=2C=C(C(=NC2)C(=O)N[C@H](C(F)(F)F)C)Cl)Br